4-methyl-dibenzofuran-1,2-dicarboxylic anhydride CC=1C=C2C(=C3C1OC1=C3C=CC=C1)C(=O)OC2=O